5-(2,5-bis(4-chloro-2-isopropylphenyl)thiophen-3-yl)-1H-tetrazolium ClC1=CC(=C(C=C1)C=1SC(=CC1C1=NN=N[NH2+]1)C1=C(C=C(C=C1)Cl)C(C)C)C(C)C